(R)-tert-butyl (2-((tert-butyldimethylsilyl) oxy)ethyl)(piperidin-3-yl)carbamate [Si](C)(C)(C(C)(C)C)OCCN(C(OC(C)(C)C)=O)[C@H]1CNCCC1